1-Cyclopropyl-7-(3-(4-((4-(ethoxycarbonyl)-3-hydroxyphenyl)amino)-N-methyl-4-oxobutanamido)piperidin-1-yl)-6-fluoro-8-methoxy-4-oxo-1,4-dihydroquinoline-3-carboxylic acid C1(CC1)N1C=C(C(C2=CC(=C(C(=C12)OC)N1CC(CCC1)N(C(CCC(=O)NC1=CC(=C(C=C1)C(=O)OCC)O)=O)C)F)=O)C(=O)O